O1C(CC2=C1C=CC=C2)C(=O)N 2,3-dihydrobenzofuran-2-formamide